Tert-butyl N-[2-[[(3R,4R)-4-[4-chloro-2-(5-fluoro-2-pyridyl)-1H-imidazol-5-yl]-3-methyl-1-piperidyl]sulfonyl]ethyl]carbamate ClC=1N=C(NC1[C@H]1[C@H](CN(CC1)S(=O)(=O)CCNC(OC(C)(C)C)=O)C)C1=NC=C(C=C1)F